2-amino-4-pyrimidineethanol NC1=NC=CC(=N1)CCO